C1(=CC=CC=C1)S(=O)(=O)N1\C(\C=CC2=CC=CC=C12)=N\O (NE)-N-[1-(benzenesulfonyl)quinoline-2-ylidene]hydroxylamine